N-{(1S)-1-(4-Methylcyclohexyl)-2-oxo-2-[(2-oxospiro-[1H-pyrrolo[3,2-c]pyridine-3,4'-oxane]-6-yl)amino]ethyl}-thiazole-4-carboxamide CC1CCC(CC1)[C@@H](C(NC1=CC2=C(C=N1)C1(CCOCC1)C(N2)=O)=O)NC(=O)C=2N=CSC2